C1(CC1)C1=NC=NC(=C1C1=NC(=C2NC=NC2=N1)N(CC1COC1)CC1=CC=C(C=C1)C=1N(C=C(N1)C(F)(F)F)C(C)C)OC 2-(4-cyclopropyl-6-methoxypyrimidin-5-yl)-N-(4-(1-isopropyl-4-(trifluoromethyl)-1H-imidazol-2-yl)benzyl)-N-(oxetan-3-ylmethyl)-7H-purin-6-amine